CN1CC(C1)N(C([O-])=O)C=1N=CC2=C(C(=C(C=C2C1)C1=C(C2=C(OCCN2)N=C1)CC)F)N 1-Methylazetidin-3-yl(8-amino-6-(8-ethyl-2,3-dihydro-1H-pyrido[2,3-b][1,4]oxazin-7-yl)-7-fluoroisoquinolin-3-yl)carbamate